CN(C1C(C(OC(C1)CO)O)O)C 4-(dimethylamino)-6-(hydroxymethyl)tetrahydro-2H-pyran-2,3-diol